COC1=C(C=CC(=C1)OC)CNC1=C(C=C(N=N1)C=1CCN(CC1)C(=O)OC(C)(C)C)C tert-Butyl 4-(6-{[(2,4-dimethoxyphenyl)methyl]amino}-5-methylpyridazin-3-yl)-1,2,3,6-tetrahydropyridine-1-carboxylate